3-(5-bromo-2-methoxyacenaphthylen-1-yl)-1-(4-methoxybenzyl)piperidine-2,6-dione BrC1=CC=C2C(=C(C=3C=CC=C1C32)C3C(N(C(CC3)=O)CC3=CC=C(C=C3)OC)=O)OC